N-(2-[[(2S)-2-methylpyrrolidin-1-yl]methyl]-1H-pyrrolo[3,2-c]pyridin-6-yl)-4-[1-(pyridin-2-yl)ethyl]benzamide C[C@@H]1N(CCC1)CC1=CC=2C=NC(=CC2N1)NC(C1=CC=C(C=C1)C(C)C1=NC=CC=C1)=O